BrC=1C(=CC2=C(N(C=N2)C2=CC=C(C(=N2)N2N=C(C=C2C)C#N)C(C)O)C1)N1CCN(CC1)C1COC1 1-[6-[6-Bromo-5-[4-(oxetan-3-yl)piperazin-1-yl]benzimidazol-1-yl]-3-(1-hydroxyethyl)-2-pyridyl]-5-methyl-pyrazole-3-carbonitrile